BrOC#N Bromine cyanate